[Cl-].[Cl-].[Cl-].[Ti+3].C(C=1C(O)=CC=CC1)=NC1=C(C=CC=C1)S salicylidene-2-mercaptoaniline titanium trichloride